The molecule is a disaccharide derivative that consists of eriodictyol substituted by a 6-O-(alpha-L-rhamnopyranosyl)-beta-D-glucopyranosyl moiety at position 7 via a glycosidic linkage. It has a role as an antioxidant. It is a disaccharide derivative, a member of 3'-hydroxyflavanones, a trihydroxyflavanone, a flavanone glycoside, a member of 4'-hydroxyflavanones and a rutinoside. It derives from an eriodictyol. C[C@H]1[C@@H]([C@H]([C@H]([C@@H](O1)OC[C@@H]2[C@H]([C@@H]([C@H]([C@@H](O2)OC3=CC(=C4C(=O)C[C@H](OC4=C3)C5=CC(=C(C=C5)O)O)O)O)O)O)O)O)O